silver sulphur diazine N1=NC=CC=C1.[S].[Ag]